2-[2-(pyridin-2-yl)ethyl]-6-[2-(2,2,2-trifluoroethoxy)pyrimidin-5-yl]pyridazin-3-one N1=C(C=CC=C1)CCN1N=C(C=CC1=O)C=1C=NC(=NC1)OCC(F)(F)F